4-(Thiophen-2-yl)-3-(thiophen-2-ylethynyl)-2-(trifluoromethyl)quinoline S1C(=CC=C1)C1=C(C(=NC2=CC=CC=C12)C(F)(F)F)C#CC=1SC=CC1